N12CCN(C(CC1)CC2)C(=O)N2N=C(C1=C2OCCC1C)C1=CC=C(C=C1)F (1,4-diazabicyclo[3.2.2]nonan-4-yl)(3-(4-fluorophenyl)-4-methyl-5,6-dihydropyrano[2,3-c]pyrazol-1(4H)-yl)methanone